N1C(CN=CC1=O)=O Pyrazine-2,6-dione